OCC(O)COP(=O)(O)OCCN z-glycero-3-phosphoethanolamine